(quinolin-6-yl)methanone N1=CC=CC2=CC(=CC=C12)C=O